OCC1=C(NC=2C(N(C=C(C21)C#CC(C)(C)O)C)=O)C 3-(hydroxymethyl)-4-(3-hydroxy-3-methyl-but-1-ynyl)-2,6-dimethyl-1H-pyrrolo[2,3-c]pyridin-7-one